COC1=CC=C(C=C1)C(OC[C@@]1([C@H]([C@H]([C@@H](O1)N1C=2N=C(NC(C2N=C1)=O)NC(C(C)C)=O)O)O)CO[Si](C(C)C)(C(C)C)C(C)C)(C1=CC=CC=C1)C1=CC=C(C=C1)OC N-[9-[(2R,3R,4S,5S)-5-[[bis(4-methoxyphenyl)-phenyl-methoxy]methyl]-3,4-dihydroxy-5-(triisopropylsilyloxymethyl)tetrahydrofuran-2-yl]-6-oxo-1H-purin-2-yl]-2-methyl-propan-amide